COC1=CC=C(C=C1)C(C(=O)NC1=CC=C(C=C1)[Si](C)(C)C)NC(CC=1OC(=NN1)C)=O 2-(4-methoxyphenyl)-2-(((5-methyl-1,3,4-oxadiazol-2-yl)acetyl)amino)-N-(4-(trimethylsilyl)phenyl)acetamide